C(C)(C)(C)C1=CC=C(C=C1)C=C(C=C(C#N)C#N)C trans-2-[3-(4-tert-Butylphenyl)-2-methylpropenylidene]malononitrile